FC(CN1N=CC=2C1=NC(=CN2)N2CCC1(CC(C1)COC1=NC(=CC=C1)C(F)(F)F)CC2)F 7-[1-(2,2-difluoroethyl)-1H-pyrazolo[3,4-b]pyrazin-6-yl]-2-({[6-(trifluoromethyl)pyridin-2-yl]oxy}methyl)-7-azaspiro[3.5]nonane